ClC1=C(OCC2=NC=CC=C2OC2CCN(CC2)CC2=NC3=C(N2CC2=CN=CN2CC)C=C(C=C3)C(=O)O)C=CC(=C1)Cl 2-((4-((2-((2,4-Dichlorophenoxy)methyl)pyridin-3-yl)oxy)piperidin-1-yl)methyl)-1-((1-ethyl-1H-imidazol-5-yl)methyl)-1H-benzo[d]imidazole-6-carboxylic acid